[4-(2-{[(S)-phenyl((3R)-1,2,3,4-tetrahydro-1,5-naphthyridin-3-yl)methyl]amino}ethyl)pyridin-2-yl]propanoic acid hydrochloride Cl.C1(=CC=CC=C1)[C@H]([C@H]1CNC2=CC=CN=C2C1)NCCC1=CC(=NC=C1)C(C(=O)O)C